N[C@@H]1CN(CC[C@H]1F)C1=NC2=C(N1CC1=NC=C(C=C1)C#N)C=CC(=C2)C#N 2-((3r,4r)-3-amino-4-fluoropiperidin-1-yl)-1-((5-cyanopyridin-2-yl)methyl)-1H-benzo[d]imidazole-5-carbonitrile